S1C(=NC=C1)C=1C=C(C(=O)O)C=CC1NC1=CC=C(C=C1)C(F)(F)F 3-(thiazol-2-yl)-4-((4-(trifluoromethyl)phenyl)amino)benzoic acid